BrC=1C=CC2=C(N(C(=N2)C)C=2C=C(N)C=CC2)C1 3-(6-bromo-2-methyl-1H-benzo[d]imidazol-1-yl)aniline